3-(2,2,2-trifluoroethyl)-2,3,4,5-tetrahydro-1H-benzofuro[2,3-d]azepine FC(CN1CCC2=C(CC1)C1=C(O2)C=CC=C1)(F)F